5-chloro-N-cyclopropyl-2-[(2S)-2-[methoxymethyl(trifluoromethyl-sulfonyl)amino]propoxy]thiazole-4-carboxamide ClC1=C(N=C(S1)OC[C@H](C)N(S(=O)(=O)C(F)(F)F)COC)C(=O)NC1CC1